FC(C1=NNC(=C1)C1=CC=C(C=N1)S(=O)(=O)NC=1C2=C(C=NC1OC)C=NN2C)F 6-(3-(difluoromethyl)-1H-pyrazol-5-yl)-N-(6-methoxy-1-methyl-1H-pyrazolo[4,3-c]pyridin-7-yl)pyridine-3-sulfonamide